1-[(5-amino-6-methyl-1H-pyrrolo[3,2-b]pyridin-2-yl)methyl]-6-(1-isopropylpyrazol-4-yl)pyridin-2-one NC1=C(C=C2C(=N1)C=C(N2)CN2C(C=CC=C2C=2C=NN(C2)C(C)C)=O)C